NC1=C(C=C(C=C1Cl)C(O)CNCCCCCCOCCC1=NC=CC=C1)Cl (-)-4-amino-3,5-dichloro-α-[[[6-[2-(2-pyridinyl)ethoxy]hexyl]-amino]methyl]benzenemethanol